5-(di(pyrimidin-2-yl)amino)-N-(5-(2-mercaptoacetylamino)pentyl)benzamide N1=C(N=CC=C1)N(C=1C=CC=C(C(=O)NCCCCCNC(CS)=O)C1)C1=NC=CC=N1